1,2,3-tri-(2-cyanoethoxy)propane C(#N)CCOCC(COCCC#N)OCCC#N